4-hydroxy-cinnamic acid OC1=CC=C(C=CC(=O)O)C=C1